3-(difluoromethyl)-7-(3,5-difluorophenyl)thieno[3,2-b]pyridine-2-carboxylic acid FC(C1=C(SC=2C1=NC=CC2C2=CC(=CC(=C2)F)F)C(=O)O)F